ClC1=CC=C2C(C(=C(N(C2=C1)C)C1=CC=C(C=C1)OCCCCl)OC)=O 7-chloro-2-(4-(3-chloropropoxy)phenyl)-3-methoxy-1-methylquinolin-4(1H)-one